2-(piperidin-4-yl)pyrimidine hydrochloride Cl.N1CCC(CC1)C1=NC=CC=N1